1-(6-chloropyridin-3-yl)-N-(2,3-difluorobenzyl)methylamine ClC1=CC=C(C=N1)CNCC1=C(C(=CC=C1)F)F